(methylamino)quinazoline-7-carboxylic acid methyl ester COC(=O)C1=CC=C2C=NC(=NC2=C1)NC